Tri-i-propyl trimellitate C(C=1C(C(=O)OC(C)C)=CC(C(=O)OC(C)C)=CC1)(=O)OC(C)C